B(C1=CC=C(C=C1)S(=O)(=O)NCC2=CC=CC=C2)(O)O 4-(N-BENZYLSULPHONAMIDO)BENZENEBORONIC ACID